PIPERYLEN C=CC=CC